C(\C=C\C(=O)OCCCCCCCCCCCCCCCC)(=O)OC1CCC1 Fumaric acid, cyclobutyl hexadecyl ester